(Z)-3-(1-(4-amino-2-fluoro-but-2-en-1-yl)-6-fluoro-1H-benzo[d]imidazol-4-yl)-N-methylbenzenesulfonamide hydrochloride Cl.NC\C=C(\CN1C=NC2=C1C=C(C=C2C=2C=C(C=CC2)S(=O)(=O)NC)F)/F